C(OCC1=CC=CC=C1)(ON1C(CCC1=O)=O)=O benzyl succinimido carbonate